ClC=1NC(C=2N(C=NC2N1)C)=O 2-chloro-7-methyl-1,7-dihydro-6H-purin-6-one